CC=1OC(=CN1)C(=O)N[C@@H]1COC2=C1C=CC(=C2)C2=NOC(=N2)C2(CC2)C (S)-2-methyl-N-(6-(5-(1-methylcyclopropyl)-1,2,4-oxadiazol-3-yl)-2,3-dihydrobenzofuran-3-yl)oxazole-5-carboxamide